N1(CCC1)C(=O)N1[C@H]([C@H](CC1)NS(=O)(=O)C)CC=1C(=C(C=CC1)C1=CC(=CC=C1)Cl)F N-((2S,3S)-1-(azetidin-1-ylcarbonyl)-2-((3'-chloro-2-fluorobiphenyl-3-yl)methyl)pyrrolidin-3-yl)methanesulfonamide